C1(CCCCC1)[C@@H](C(=O)NC1=CC=C2C(=C1)NC(C21CCOCC1)=O)NC=1N=NC(=CC1)C(C)C (2S)-2-cyclohexyl-2-[(6-isopropylpyridazin-3-yl)amino]-N-(2-oxospiro[indoline-3,4'-tetrahydropyran]-6-yl)acetamide